3-(2-(cyclopropyl (methyl) amino) ethyl)-1H-indol-5-yl acetate C(C)(=O)OC=1C=C2C(=CNC2=CC1)CCN(C)C1CC1